CC1=CC=C(C=C1)S(=O)(=O)NC1=C(C=CC(=C1)C)C(=C)C1=CC=CC=C1 4-methyl-N-(5-methyl-2-(1-phenyl-vinyl)phenyl)benzenesulfonamide